NC1=NC=C(C=C1NC(C(C(=O)[O-])(C)O)C)Br 3-((2-amino-5-bromopyridin-3-yl) amino)-2-hydroxy-2-methylbutyrate